COC(C1=C(C=C(C(=C1)NC(C)C)NC1=CC(=NC=C1F)OC(F)F)F)=O 4-((2-(difluoromethoxy)-5-fluoropyridin-4-yl)amino)-2-fluoro-5-(isopropylamino)benzoic acid methyl ester